2-(trifluoromethyl)furan-3-carbonitrile FC(C=1OC=CC1C#N)(F)F